7-(((1S,4S,5R)-2-azabicyclo[2.2.1]heptan-5-yl)oxy)-2-((5-methoxy-7-methyl-1H-indol-4-yl)methyl)-2H-indazole-6-carbonitrile [C@@H]12NC[C@@H]([C@@H](C1)OC1=C(C=CC3=CN(N=C13)CC1=C3C=CNC3=C(C=C1OC)C)C#N)C2